diethyl ((((1S,4R)-4-(6-chloro-9H-purin-9-yl)cyclopent-2-en-1-yl)oxy)methyl)phosphonate ClC1=C2N=CN(C2=NC=N1)[C@H]1C=C[C@H](C1)OCP(OCC)(OCC)=O